C(N)(O[C@@H](C(=O)N1CCC2(CC(NC2=O)CCN2CCN(CC2)C2=CC(=CC=C2)Cl)CC1)C(C)(C)C)=O (R)-(tert-butyl 2-(3-(2-(4-(3-chlorophenyl) piperazin-1-yl) ethyl)-1-oxo-2,8-diazaspiro[4.5]decan-8-yl)-2-oxoethyl) carbamate